2-(4,4-difluoropiperidin-1-yl)-6-methoxy-7-(3-(pyrrolidin-1-yl)propoxy)-N-(trifluoromethyl)quinazolin-4-amine FC1(CCN(CC1)C1=NC2=CC(=C(C=C2C(=N1)NC(F)(F)F)OC)OCCCN1CCCC1)F